BrCC1=CC(=CC(=N1)C(=O)OC)OCC#C Methyl 6-(bromomethyl)-4-(prop-2-yn-1-yloxy)picolinate